NC1=NC(=CC=C1S(=O)(=O)N1[C@@H](CCC1)C(=O)OC(C)(C)C)C tert-butyl ((2-amino-6-methylpyridin-3-yl)sulfonyl)-L-prolinate